1,1-bis(trimethylsilyl)-3-(3-methoxyphenyl)thiourea C[Si](N(C(=S)NC1=CC(=CC=C1)OC)[Si](C)(C)C)(C)C